C(C1=CC=CC=C1)OC1=C(C=NN1C)I 5-(benzyloxy)-4-iodo-1-methyl-1H-pyrazole